NCC=1C=C(C=CC1)N1N=C(C=C1C(=O)NC1=CC(=CC=C1)C(CCC1CC1)N1CCCC1)C(F)(F)F 1-(3-(aminomethyl)phenyl)-N-(3-(3-cyclopropyl-1-(pyrrolidin-1-yl)propyl)phenyl)-3-(trifluoromethyl)-1H-pyrazole-5-carboxamide